1-[3-(dimethylamino)phenyl]ethanone CN(C=1C=C(C=CC1)C(C)=O)C